N-(3,5-dichloropyridin-4-yl)-4-(difluoromethoxy)-3-(2-(4-(2-((3-((2,6-dioxo-piperidin-3-yl)amino)phenyl)amino)-2-oxoethyl)piperazin-1-yl)ethoxy)benzamide ClC=1C=NC=C(C1NC(C1=CC(=C(C=C1)OC(F)F)OCCN1CCN(CC1)CC(=O)NC1=CC(=CC=C1)NC1C(NC(CC1)=O)=O)=O)Cl